ClC1=NC2=CC=C(C=C2C(=C1)NCCC1=CC=C(C=C1)[N+](=O)[O-])OCC(=O)N 2-((2-Chloro-4-((4-nitrophenethyl)amino)chinolin-6-yl)oxy)acetamid